C(C)(C)N1C=CC=2C1=NC(=CC2)N2N=CC=1C(=NC(=CC12)C=1C=NC=CC1OC)C 1-(1-Isopropyl-1H-pyrrolo[2,3-b]pyridin-6-yl)-6-(4-methoxypyridin-3-yl)-4-methyl-1H-pyrazolo[4,3-c]pyridine